1-amino-hexyl-carboxylate NC(CCCCC)C(=O)[O-]